The molecule is an amino tetrasaccharide and epitope consisting of L-glycero-alpha-D-manno-heptopyranose having a lactosyl moiety attached at the 3-position via an alpha-linkage and an alpha-N-acetylglucosaminyl residue at the 2-position. It has a role as an epitope. It is an amino tetrasaccharide and a glucosamine oligosaccharide. CC(=O)N[C@@H]1[C@H]([C@@H]([C@H](O[C@@H]1O[C@H]2[C@H]([C@@H]([C@H](O[C@@H]2O)[C@H](CO)O)O)O[C@@H]3[C@@H]([C@H]([C@@H]([C@H](O3)CO)O[C@H]4[C@@H]([C@H]([C@H]([C@H](O4)CO)O)O)O)O)O)CO)O)O